5-(4-(piperazin-1-ylmethyl)piperidin-1-yl)pyridin-2,6-dione N1(CCNCC1)CC1CCN(CC1)C1=CCC(NC1=O)=O